6-((2,3'-difluoro-[1,1'-biphenyl]-3-yl)methyl)-7-((difluoromethyl)sulfonamido)-N-((R)-1-fluoropropan-2-yl)-5-azaspiro[2.4]heptane-5-carboxamide FC1=C(C=CC=C1CC1N(CC2(CC2)C1NS(=O)(=O)C(F)F)C(=O)N[C@@H](CF)C)C1=CC(=CC=C1)F